N1C(=CC=2C=NC=CC21)CNC(CC2=C(C=CC(=C2C)NCCCC2=CC=CC=C2)C2=CC=CC=C2)=O N-((1H-pyrrolo[3,2-c]pyridine-2-yl)methyl)-2-(3-methyl-4-((3-phenylpropyl)amino)-[1,1'-biphenyl]-2-yl)acetamide